NC1=C(C=C(C=C1Br)F)C(=O)C1=CC=CC=C1 (2-amino-3-bromo-5-fluorophenyl)(phenyl)methanone